CC1=CN=C(S1)C1=CC(=CC2=C1OCCN2CC2COCC2)C(=O)O 8-(5-methylthiazol-2-yl)-4-((tetrahydrofuran-3-yl)methyl)-3,4-dihydro-2H-benzo[b][1,4]oxazine-6-carboxylic acid